methyl 1-[(1R,2R)-2-methoxycyclohexyl]pyrrole-3-carboxylate CO[C@H]1[C@@H](CCCC1)N1C=C(C=C1)C(=O)OC